FC(OC=1C=C(C=CC1F)C=1C=C2C(=NC1)C=NN2CC2=NC(=CC=C2)OC)F 6-[3-(Difluoromethoxy)-4-fluoro-phenyl]-1-[(6-methoxy-2-pyridyl)methyl]pyrazolo[4,3-b]pyridine